C1(CC1)N1N=CC(=C1)[C@H]1CN(C[C@H](O1)C)C1=NC=2N(C(=C1)C1=C(C=C(C=C1)F)F)N=CN2 (2S,6R)-2-(1-cyclopropyl-1H-pyrazol-4-yl)-4-(7-(2,4-difluorophenyl)-[1,2,4]triazolo[1,5-a]pyrimidin-5-yl)-6-methylmorpholine